FC(C(=C(F)F)F)(F)F HEXAFLUOROPROPENE